N,N-dihydroxyethylglycine C(CO)N(CCO)CC(=O)O